ClC=1C(=CC=2CCCCC2C1)N 3-chloro-5,6,7,8-tetrahydronaphth-2-ylamine